FC=1C=C(C=NC1)C1N(N(C(C1)O)C(=O)OC(C)(C)C)C(=O)OC(C)(C)C di-tert-butyl 3-(5-fluoro-3-pyridyl)-5-hydroxy-pyrazolidine-1,2-dicarboxylate